1-methyl-2-oxo-4-(2-phenyl-2,8-diazaspiro[4.5]decan-8-yl)-1,2-dihydroquinoline-3-carbonitrile CN1C(C(=C(C2=CC=CC=C12)N1CCC2(CCN(C2)C2=CC=CC=C2)CC1)C#N)=O